ClC1=CC(=CC=2N=C(OC21)C2=C(C(=NC=C2)Cl)C)CO (7-chloro-2-(2-chloro-3-methylpyridin-4-yl)benzo[d]oxazol-5-yl)methanol